ClC1=C(N=C(NC1=O)C1=CC(=NC=C1)F)NC1C(CNCC1)(C)C 5-chloro-4-[(3,3-dimethyl-4-piperidinyl)amino]-2-(2-fluoro-4-pyridinyl)-1H-pyrimidin-6-one